2-([5-(3-Chlorophenyl)-1-[(2-chlorophenyl)methyl]1H-pyrazol-3-yl]methoxy)-2-methylpropanoic acid ClC=1C=C(C=CC1)C1=CC(=NN1CC1=C(C=CC=C1)Cl)COC(C(=O)O)(C)C